CN1CC(CC1)N1N=CC2=C1NC(C=1C=CC=CC21)=O 3-(1-methylpyrrolidin-3-yl)-3,4-dihydro-5H-pyrazolo[3,4-c]isoquinolin-5-one